perfluoro-1,2-butylene oxide FC1(C(C(C(F)(F)F)(F)F)(F)O1)F